[N+](=O)([O-])C1=CC=C(C=C1)C=1C=2N(C=C(C1)C1=CC=CC=C1)C=C(N2)C2=CC=CC=C2 8-(4-nitrophenyl)-2,6-diphenylimidazo[1,2-a]pyridine